C(CCCCCCCCC)C=1C=CC2=C(N=C(O2)CCCNC(OC(C)(C)C)=O)C1 Tert-butyl (3-(5-decylbenzo[d]oxazol-2-yl)propyl)carbamate